ClC1=CC=C(C=N1)CN1C=CC=C2C1=NC(N(C2=O)CC#C)=O 8-((6-chloropyridin-3-yl)methyl)-3-(prop-2-yn-1-yl)pyrido[2,3-d]pyrimidine-2,4(3h,8h)-dione